FC(C=1C=C(C=CC1)[C@@H](C)NC=1C2=C(N=CN1)N=CC(=C2)C2CCN(CC2)C(C)=O)(F)F 1-{4-[4-({(1R)-1-[3-(trifluoromethyl)phenyl]ethyl}amino)pyrido[2,3-d]pyrimidin-6-yl]piperidin-1-yl}ethan-1-one